FC=1C(=NC=C(C1)F)C(C=O)(C)C 2-(3,5-difluoro-2-pyridinyl)-2-methyl-propanal